2-cyclopentylethanone C1(CCCC1)CC=O